1-(4-chloro-phenyl)piperazine ClC1=CC=C(C=C1)N1CCNCC1